FC1CN(CC1)C1=CC=CC(=N1)O 6-(3-fluoropyrrolidin-1-yl)pyridin-2-ol